2,6-diethylresorcinol C(C)C1=C(O)C(=CC=C1O)CC